C(C=C)C1=CC(=C(C=C1)OCCOC1=CC=C(C=C1)F)OC 4-allyl-1-[2-(4-fluoro-phenoxy)ethoxy]-2-meth-oxybenzene